N-(6-aminopyrimidin-4-yl)isobutyramide NC1=CC(=NC=N1)NC(C(C)C)=O